1-(6-amino-5-cyanopyridin-2-yl)-N-(5-cyano-6-(2H-1,2,3-triazol-2-yl)pyridin-3-yl)-5-(trifluoromethyl)-1H-pyrazole-4-carboxamide NC1=C(C=CC(=N1)N1N=CC(=C1C(F)(F)F)C(=O)NC=1C=NC(=C(C1)C#N)N1N=CC=N1)C#N